CC(CC(CCC1=CC(=C(C(=C1)C)O)C(C)(C)C)=O)(C)C1OCC2(CO1)COC(OC2)C(CC(CCC2=CC(=C(C(=C2)C)O)C(C)(C)C)=O)(C)C 3,9-bis[1,1-dimethyl-2-[β-(3-t-butyl-4-hydroxy-5-methylphenyl)propionyl]ethyl]2,4,8,10-tetraoxaspiro[5.5]undecane